N-(6-ethoxy-2-methyl-indazol-5-yl)pyrazine-2-carboxamide C(C)OC=1C(=CC2=CN(N=C2C1)C)NC(=O)C1=NC=CN=C1